2-(4-(5-Chloro-2-(1H-tetrazol-1-yl)phenyl)-5-methoxy-2-oxopyridin-1(2H)-yl)-3-benzenepropionic acid ClC=1C=CC(=C(C1)C1=CC(N(C=C1OC)C1=CC=CC=C1CCC(=O)O)=O)N1N=NN=C1